(S)-6-methyl-5,6,6a,7-tetrahydro-4H-dibenzo[de,g]quinoline-10,11-diol hydrochloride Cl.CN1CCC=2C3=C(C4=C(C[C@H]13)C=CC(=C4O)O)C=CC2